4-bromo-2-chloromethylbenzoyl chloride BrC1=CC(=C(C(=O)Cl)C=C1)CCl